BrCCC/C=C/CCO (3E)-7-bromo-3-hepten-1-ol